BrC1=CC(=NC=C1)NCC1CC1 4-bromo-N-(cyclopropylmethyl)pyridin-2-amine